FC(C1=NN=C(O1)C1=CC=C(C=C1)CC1=NC(=NO1)C1=CC2=C(N=C(S2)N)C=C1)F 6-[5-[[4-[5-(Difluoromethyl)-1,3,4-oxadiazol-2-yl]phenyl]methyl]-1,2,4-oxadiazol-3-yl]-1,3-benzothiazol-2-amine